3-ethyl-6-(2-(2-methyl-6-(trifluoromethyl)pyrimidin-4-yl)-2,6-diazaspiro[3.4]octan-6-yl)-1H-pyrazolo[3,4-d]pyrimidine C(C)C1=NNC2=NC(=NC=C21)N2CC1(CN(C1)C1=NC(=NC(=C1)C(F)(F)F)C)CC2